N-((3S)-7-(3,8-diazabicyclo[3.2.1]octan-3-yl)chroman-3-yl)-6-amino-2-methylthieno[2,3-d]thiazole-5-carboxamide C12CN(CC(CC1)N2)C2=CC=C1C[C@@H](COC1=C2)NC(=O)C2=C(C1=C(N=C(S1)C)S2)N